1-(3-chlorophenyl)cyclopropane-1-carboxaldehyde ClC=1C=C(C=CC1)C1(CC1)C=O